FC=1C=C(C=CC1OC1=CC=NC2=CC=C(N=C12)OC)NC(=O)C=1C(N(C(=CC1)C)C1=NC=C(C=C1)F)=O N-[3-fluoro-4-[(6-methoxy-1,5-naphthyridin-4-yl)oxy]phenyl]-1-(5-fluoropyridin-2-yl)-6-methyl-2-oxopyridine-3-carboxamide